(4-(2-aminooxazolo[4,5-c]pyridin-7-yl)-3,4-dihydro-2H-benzo[b][1,4]oxazin-2-yl)((S)-6,8-dichloro-1-methyl-3,4-dihydroisoquinolin-2(1H)-yl)methanone NC=1OC2=C(C=NC=C2N2C3=C(OC(C2)C(=O)N2[C@H](C4=C(C=C(C=C4CC2)Cl)Cl)C)C=CC=C3)N1